CC1=C(C=CC=2S(C3=C(C(NC21)=O)C=CC=C3)(=O)=O)C(=O)O 9-methyl-11-oxo-10,11-dihydrodibenzo[b,f][1,4]thiazepine-8-carboxylic acid 5,5-dioxide